C1CCN2C3[C@H](CN4[C@H]([C@H]13)CCCC4=O)CCC2 (41R,7aS,13aS,13bS)-dodecahydro-1H,5H,10H-dipyrido[2,1-f:3',2',1'-ij][1,6]naphthyridin-10-one